FC1=C(C(=O)O)C=CC=C1NC(C1=CC=CC=C1)=O 2-fluoro-3-(benzoylamino)benzoic acid